FC1(OC2=C(O1)C=CC(=C2)C=CC(=O)N2CCN(CC2)C(=O)C2=NC=CC(=N2)OCC(C)O)F 3-(2,2-difluorobenzo[d][1,3]dioxol-5-yl)-1-(4-(4-(2-hydroxypropoxy)pyrimidine-2-carbonyl)piperazin-1-yl)prop-2-en-1-one